N-palmitoyl-S-[2,3-bis(palmitoyloxy)propyl]cysteine C(CCCCCCCCCCCCCCC)(=O)N[C@@H](CSCC(COC(CCCCCCCCCCCCCCC)=O)OC(CCCCCCCCCCCCCCC)=O)C(=O)O